C(C(=O)[O-])(=O)[O-].[Li+].F[B+]F difluoroboron lithium oxalate